OC1(C[C@H]2C([C@H]2C1)NC(OC(C)(C)C)=O)C1=C2C=NNC2=CC(=C1)C(F)(F)F tert-butyl ((1R,3r,5S,6r)-3-hydroxy-3-(6-(trifluoromethyl)-1H-indazol-4-yl)bicyclo[3.1.0]hexan-6-yl)carbamate